6-bromo-1-methyl-8-(4-pyrimidin-2-yloxy-cyclohexyloxy)quinoxalin-2-one BrC=1C=C2N=CC(N(C2=C(C1)OC1CCC(CC1)OC1=NC=CC=N1)C)=O